6-[8-(1,3-benzothiazol-2-ylcarbamoyl)-3,4-dihydroisoquinolin-2(1H)-yl]-3-[5-methyl-1-(tetrahydro-2H-pyran-2-ylmethyl)-1H-pyrazol-4-yl]pyridine-2-carboxylic acid S1C(=NC2=C1C=CC=C2)NC(=O)C=2C=CC=C1CCN(CC21)C2=CC=C(C(=N2)C(=O)O)C=2C=NN(C2C)CC2OCCCC2